tert-butyl (1R,5S,6R)-6-((2-(8-(ethylthio)imidazo[1,5-a]pyridin-3-yl)propan-2-yl)carbamoyl)-3-azabicyclo[3.1.0]hexane-carboxylate C(C)SC=1C=2N(C=CC1)C(=NC2)C(C)(C)NC(=O)[C@@H]2[C@@H]1CNC[C@]21C(=O)OC(C)(C)C